(R,E)-tert-butyl (1-(6-(but-2-enamido)isoquinolin-1-yl)pyrrolidin-3-yl)carbamate C(\C=C\C)(=O)NC=1C=C2C=CN=C(C2=CC1)N1C[C@@H](CC1)NC(OC(C)(C)C)=O